Tert-butyl (3R,4R)-4-(((7-((tert-butoxycarbonyl) ((1-methyl-1H-imidazol-5-yl) methyl) amino)-3-isopropylpyrazolo[1,5-a]pyrimidin-5-yl) amino) methyl)-3-hydroxypiperidine-1-carboxylate C(C)(C)(C)OC(=O)N(C1=CC(=NC=2N1N=CC2C(C)C)NC[C@@H]2[C@H](CN(CC2)C(=O)OC(C)(C)C)O)CC2=CN=CN2C